2-((1-benzylpiperidin-4-yl)methyl)-4-morpholinopyridazin-3(2H)-one hydrochloride Cl.C(C1=CC=CC=C1)N1CCC(CC1)CN1N=CC=C(C1=O)N1CCOCC1